propioamidoethyl α-allyloxymethylacrylate C(C=C)OCC(C(=O)OCCNC(CC)=O)=C